m-phenylenebenzobisimidazole C1(=CC(=CC=C1)C=1NC2=C(N1)C=CC=C2)C=2NC1=C(N2)C=CC=C1